FC1=C2C3(C(=NC2=CC=C1)C)CCCC3 fluoro-2'-methyl-spiro[cyclopentane-1,3'-indole]